(1-(5-(1,1,1-trifluoro-3-(4-methylpiperazin-1-yl)propan-2-yl)pyridin-2-yl)-1H-pyrazol-4-yl)-3H-imidazo[4,5-b]pyridine FC(C(CN1CCN(CC1)C)C=1C=CC(=NC1)N1N=CC(=C1)C1=NC=2C(=NC=CC2)N1)(F)F